ditolyl-ethyl-hydroxyethyl-methyl-ammonium methyl-sulfate COS(=O)(=O)[O-].C1(=C(C=CC=C1)C([NH+](CCO)CC)C1=C(C=CC=C1)C)C